1,4-butanediol diacetoacetate C(CC(=O)C)(=O)OCCCCOC(CC(=O)C)=O